FC1=C(C(=C(C=C1)C1=CC(=CC=C1)OC)C)N fluoro-3'-methoxy-2-methylbiphenyl-3-amine